5-benzyl-N-(6-(5-(2-(tetrahydro-2H-pyran-4-yl)ethoxy)-2-(trifluoromethyl)phenyl)pyrimidin-4-yl)-4H-1,2,4-triazole-3-carboxamide C(C1=CC=CC=C1)C=1NC(=NN1)C(=O)NC1=NC=NC(=C1)C1=C(C=CC(=C1)OCCC1CCOCC1)C(F)(F)F